6-((1S,3S)-3-(6-(Trifluoromethyl)pyridin-3-yl)cyclopentyl)-2-thia-6-azaspiro[3.4]octane 2,2-dioxide FC(C1=CC=C(C=N1)[C@@H]1C[C@H](CC1)N1CC2(CS(C2)(=O)=O)CC1)(F)F